ClC1=C(C=CC=C1)C1=C(C2=C(N=C(N=C2)NC2=CC(=C(C=C2)N2CCNCC2)C)N(C1=O)[C@@H]1CN(CCC1)CCC)C (S)-6-(2-chlorophenyl)-5-methyl-2-((3-methyl-4-(piperazin-1-yl)phenyl)amino)-8-(1-propylpiperidin-3-yl)pyrido[2,3-d]pyrimidin-7(8H)-one